OC1=C(N=C(N(C1=O)C)N1[C@@H](CCC1)C1=CC=NC=C1)C(=O)NC=1C=NOC1 (S)-5-hydroxy-N-(isoxazol-4-yl)-1-methyl-6-oxo-2-(2-(pyridin-4-yl)pyrrolidin-1-yl)-1,6-dihydropyrimidine-4-carboxamide